5-bromo-6-hydrazino-N-(4-methoxybenzyl)-N-(1-methylcyclopropyl)pyridine-3-sulfonamide BrC=1C=C(C=NC1NN)S(=O)(=O)N(C1(CC1)C)CC1=CC=C(C=C1)OC